(R)-4-(5-(2-methoxyethyl)-1,3,4-thiadiazol-2-yl)-N-(3-methylthieno[3,2-c]pyridin-4-yl)-N-(piperidin-3-yl)benzamide COCCC1=NN=C(S1)C1=CC=C(C(=O)N([C@H]2CNCCC2)C2=NC=CC3=C2C(=CS3)C)C=C1